C(C)(C)(C)OC(=O)N1CCC(=CC1)COC1=C2COC(C2=CC=C1Br)=O.N1=CC(=CC=C1)C=1C=C(C=CC1)C1=CC(=CC(=C1)C1=CC(=CC=C1)C=1C=NC=CC1)C1=CC(=CC=C1)C=1C=NC=CC1 1,3,5-tris(3-(3-pyridyl)phenyl)benzene Tert-Butyl-4-(((5-Bromo-1-Oxo-1,3-Dihydroisobenzofuran-4-Yl)Oxy)Methyl)-3,6-Dihydropyridine-1(2H)-Carboxylate